FC(C(=O)OC)C Methyl 2-fluoropropionate